BrC(CC(=O)[O-])C(CBr)=O 3,5-dibromo-4-ketovalerate